FC1=C(C=C(C=C1)NC(N([C@@H](C)C1C(NCC2=CC=CC=C12)=O)C)=O)C (S)-3-(4-fluoro-3-methylphenyl)-1-methyl-1-(1-(3-oxo-1,2-dihydroisoquinolin-4-yl)ethyl)urea